(E)-N-((4'-(Dimethylamino)-[1,1'-biphenyl]-4-yl)methyl)-N-(3-(2-(pyridin-3-yl)vinyl)phenyl)cyclohexanecarboxamide CN(C1=CC=C(C=C1)C1=CC=C(C=C1)CN(C(=O)C1CCCCC1)C1=CC(=CC=C1)\C=C\C=1C=NC=CC1)C